NC1=C(C=NN1C=1C=NC(=CC1C)OC1=C(C=CC=C1F)F)C(=O)C1=CC=2C(=CC=C3CCN(CC23)CC2NCC2)N1 (5-amino-1-{6-[(2,6-difluorophenyl)oxy]-4-methylpyridin-3-yl}pyrazol-4-yl)[2-(azetidin-2-ylmethyl)-2,3,4,7-tetrahydro-1H-pyrrolo[2,3-H]isoquinolin-8-yl]methanone